Br[C@@H](C(=O)N[C@@H](CC1=CC=C(C=C1)Cl)CO)COC(C)(C)C (R)-2-bromo-3-(tert-butoxy)-N-((S)-1-(4-chlorophenyl)-3-hydroxypropan-2-yl)propanamide